(6R,7S)-6-((R)-5H-imidazo[5,1-a]isoindol-5-yl)-4,5,6,7-tetrahydrobenzo[d]thiazol-7-ol C=1N=CN2C1C1=CC=CC=C1[C@H]2[C@@H]2[C@@H](C1=C(N=CS1)CC2)O